CN1N=C(C=2C1=NC(=CC2)C(=O)NC=2C=CC=1N(C2)C=C(N1)C1N(CCC1)C)C 1,3-dimethyl-N-[2-(1-methylpyrrolidin-2-yl)imidazo[1,2-a]pyridin-6-yl]-1H-pyrazolo[3,4-b]pyridine-6-carboxamide